2,5-bis(2-hydroxyoctadecyl)-1,3,4-thiadiazole OC(CC=1SC(=NN1)CC(CCCCCCCCCCCCCCCC)O)CCCCCCCCCCCCCCCC